N-(3-(5-oxo-4-(phenylamino)-6,7-dihydro-5H-pyrrolo[3,4-d]pyrimidin-2-ylamino)phenyl)acrylamide O=C1NCC=2N=C(N=C(C21)NC2=CC=CC=C2)NC=2C=C(C=CC2)NC(C=C)=O